(ethylcyclopentadienyl)tris(ethylcyclopentadienyl)zirconium C(C)C1(C=CC=C1)[Zr](C1(C=CC=C1)CC)(C1(C=CC=C1)CC)C1(C=CC=C1)CC